Rac-(3R,4S)-4-(2-aminothiazol-5-yl)-3-fluoro-4-hydroxy-piperidine-1-carboxylic acid tert-butyl ester C(C)(C)(C)OC(=O)N1C[C@H]([C@](CC1)(O)C1=CN=C(S1)N)F |r|